BrC=1C=NN2C1N(CC(C2)CNC(C=C)=O)C2=CC=C(C=C2)C(F)(F)F N-((3-bromo-4-(4-(trifluoromethyl)phenyl)-4,5,6,7-tetrahydropyrazolo[1,5-a]pyrimidin-6-yl)methyl)acrylamide